CC=1C=CC=2N(C1)C=C(N2)CN2C(C1=CN=CC(=C1C=C2)C2=CC=CC=C2)=O 2-((6-methylimidazo[1,2-a]pyridin-2-yl)methyl)-5-phenyl-2,7-naphthyridin-1(2H)-one